1,3,5-tris[3-(4-formylbenzyl)-1h-imidazol-1-yl]bromobenzene rac-benzyl-5-[1-(diethoxyphosphoryl)-1-fluoroethyl]-1-benzothiophene-2-carboxylate C(C1=CC=CC=C1)OC(=O)C=1SC2=C(C1)C=C(C=C2)[C@](C)(F)P(=O)(OCC)OCC.C(=O)C2=CC=C(CN1CN(C=C1)C1=C(C(=CC(=C1)N1CN(C=C1)CC1=CC=C(C=C1)C=O)N1CN(C=C1)CC1=CC=C(C=C1)C=O)Br)C=C2 |r|